Peroxodicarbonat C(=O)([O-])OOC(=O)[O-]